N1C=CC2=CC=CC(=C12)C=1C(=NN(C1)C=1SC(=C(N1)C1=CC(=C(C=C1)Cl)Cl)SC(C)C)C 2-(4-(1H-indol-7-yl)-3-methyl-1H-pyrazol-1-yl)-4-(3,4-dichlorophenyl)-5-(isopropylthio)thiazole